BrCCC1=CC=C(C=C1)S(=O)(=O)N(C)C 4-(2-bromoethyl)-N,N-dimethylbenzenesulfonamide